tert-butyl 5-oxo-1,4-diazepan-1-carboxylate O=C1NCCN(CC1)C(=O)OC(C)(C)C